2-methyl-N-(pyrrolidin-3-yl)-5-((2-(trifluoromethyl)pyridin-3-yl)methoxy)benzofuran-3-carboxamide CC=1OC2=C(C1C(=O)NC1CNCC1)C=C(C=C2)OCC=2C(=NC=CC2)C(F)(F)F